tert-butyl 9-((1-((benzyloxy)carbonyl)piperidin-4-yl)methyl)-3-oxa-7,9-diazabicyclo[3.3.1]nonane-7-carboxylate C(C1=CC=CC=C1)OC(=O)N1CCC(CC1)CN1C2COCC1CN(C2)C(=O)OC(C)(C)C